tert-butyl (R)-(1-(2-amino-6-(3,4-dimethyl-1-((2-(trimethylsilyl)ethoxy)methyl)-1H-pyrazol-5-yl)pyrimidin-4-yl)pyrrolidin-3-yl)(methyl)carbamate NC1=NC(=CC(=N1)N1C[C@@H](CC1)N(C(OC(C)(C)C)=O)C)C1=C(C(=NN1COCC[Si](C)(C)C)C)C